BrC1=CC=C(C=C1)[C@@H](C(F)(F)F)N(C(COC)=O)C (S)-N-(1-(4-Bromophenyl)-2,2,2-trifluoroethyl)-2-methoxy-N-methylacetamide